Cl.N[C@@H]1CN(CC1)C(C)=O (S)-1-(3-aminopyrrolidin-1-yl)ethan-1-one hydrochloride